S(=O)(=O)(OC1=C(C(=CC(=C1)\C=C\C1=CC=CC=C1)F)CCC)O (E)-3-fluoro-2-propyl-5-styrylphenyl hydrogen sulfate